The molecule is an N-acyl-L-alpha-amino acid that is L-alpha-phenylglycine in which a hydrogen attached to the nitrogen has been replaced by an acetyl group. It is a N-acyl-L-alpha-amino acid, a glycine derivative and a non-proteinogenic amino acid derivative. It derives from a L-alpha-phenylglycine. It is a conjugate acid of a N-acetyl-L-alpha-phenylglycinate. CC(=O)N[C@@H](C1=CC=CC=C1)C(=O)O